C1(=CC=CC=C1)C=1C=CC=2N(C1)C(=CN2)C2=NC(=NC=C2)NC=2C=CC(=NC2)NC2CCOCC2 N5-(4-(6-Phenylimidazo[1,2-a]pyridin-3-yl)pyrimidin-2-yl)-N2-(tetrahydro-2H-pyran-4-yl)pyridine-2,5-diamine